C1(CCC1)NC(C[C@H](CCN1CCCCC1)NC(=O)C1=NN(C(=C1)C1=NC=CC=C1)C1CCCC1)=O (3S)-N-cyclobutyl-3-{[1-cyclopentyl-5-(pyridin-2-yl)-1H-pyrazol-3-yl]formamido}-5-(piperidin-1-yl)pentanamide